N[C@@H]1CCCC12CCN(CC2)C=2N=C1SC(=NN1C2CO)C2=C(C(=CC=C2)Cl)Cl (R)-(6-(1-amino-8-azaspiro[4.5]decan-8-yl)-2-(2,3-dichlorophenyl)imidazo[2,1-b][1,3,4]thiadiazol-5-yl)methanol